tert-butyl (R)-7-(1-(tert-butoxycarbonyl) piperidin-4-yl)-4-(4-(1-(3-(tert-butyl)-1,2,4-oxadiazole-5-carboxamido) ethyl)-3-methylphenyl)-9H-pyrimido[4,5-b]indole-9-carboxylate C(C)(C)(C)OC(=O)N1CCC(CC1)C1=CC=C2C3=C(N(C2=C1)C(=O)OC(C)(C)C)N=CN=C3C3=CC(=C(C=C3)[C@@H](C)NC(=O)C3=NC(=NO3)C(C)(C)C)C